N-cyclohexyldecane-1,10-diamine C1(CCCCC1)NCCCCCCCCCCN